CC1(CC=C(CC1)CCC1OCC(C(O1)C)C)C 2-(2-(4,4-dimethylcyclohex-1-en-1-yl)ethyl)-4,5-dimethyl-1,3-dioxan